FC(CCN1N=C(C(=C1)C=1N=CC2=C(N1)OC(=C2)C=2N=CN(C2)C)C2=CC=C(C=C2)F)F [1-(3,3-difluoropropyl)-3-(4-fluorophenyl)-1H-pyrazol-4-yl]-6-(1-methyl-1H-imidazol-4-yl)furo[2,3-d]pyrimidine